6,10,14-tri-methylpentadeca-4,5,9,13-tetraen-2-one CC(=C=CCC(C)=O)CCC=C(CCC=C(C)C)C